C(C)(C)N1N=CC(=C1)C=1C(=NC(=NC1)NC1=CC(=CC=C1)OC)NC1=CC=C2CCNCC2=C1 5-(1-isopropyl-1H-pyrazol-4-yl)-N2-(3-methoxyphenyl)-N4-(1,2,3,4-tetrahydroisoquinolin-7-yl)pyrimidine-2,4-diamine